C(C1=CC=CC=C1)C=1C=C2C=NN(C2=CC1)C1OCCCC1 5-benzyl-1-(tetrahydro-2H-pyran-2-yl)-1H-indazole